CC1([C@@H](COC1)NC=1C=C(C(=O)OC)C=C(C1[N+](=O)[O-])F)C Methyl (S)-3-((4,4-dimethyltetrahydrofuran-3-yl)amino)-5-fluoro-4-nitrobenzoate